CC1=CN(C2=CC(=CC=C12)C(NC)=O)C(C(=O)NC1=C(C=CC(=C1)CN1[C@H](CCC1)C(F)(F)F)C(C(=O)O)CC)C 2-({2-[3-methyl-6-(methylcarbamoyl)-1H-indol-1-yl]propanoyl}amino-4-{[(2R)-2-(trifluoromethyl)-1-pyrrolidinyl]methyl}phenyl)butanoic acid